(2R)-2-methoxy-2-phenyl-1-piperazin-1-yl-ethanone hydrochloride Cl.CO[C@@H](C(=O)N1CCNCC1)C1=CC=CC=C1